CC1(CC2(C(CC1C(=O)[O-])O2)CC21C(CCCC2)O1)C 4-epoxy-6-methylcyclohexylmethyl-3,4-epoxy-6-methylcyclohexaneformate